C=C(C(=O)O)CCC#CCCCC methylene-5-decynoic acid